rac-(2S)-4-[6-[3-(5-chloro-2-fluoro-phenyl)-1H-pyrazol-4-yl]-1,5-naphthyridin-3-yl]piperazine-2-carboxamide ClC=1C=CC(=C(C1)C1=NNC=C1C=1N=C2C=C(C=NC2=CC1)N1C[C@H](NCC1)C(=O)N)F |r|